O=C1NC(CCC1N1C(=NC=2C(C1=O)=CSC2CNC(OC2=CC=C(C=C2)[N+](=O)[O-])=O)C)=O 4-nitrophenyl ((3-(2,6-dioxopiperidin-3-yl)-2-methyl-4-oxo-3,4-dihydrothieno[3,4-d]pyrimidin-7-yl)methyl)carbamate